tert-butyl {[(1r,4r)-4-cyanocyclohexyl]methyl}carbamate C(#N)C1CCC(CC1)CNC(OC(C)(C)C)=O